FC=1C=C(C=C(C1C=1N=NNC1)F)NC(=O)C1=C(N=C(NC1=O)SC)O N-(3,5-difluoro-4-(1H-1,2,3-triazol-4-yl)phenyl)-4-hydroxy-2-(methylthio)-6-oxo-1,6-dihydropyrimidine-5-carboxamide